7-azido-6-bromo-N,N-dipentyl-1,8-naphthyridin-2-amine N(=[N+]=[N-])C1=C(C=C2C=CC(=NC2=N1)N(CCCCC)CCCCC)Br